O=C1CC=CC2=CC3=CC4=CC=CC=C4C=C3C=C12 monoketonaphthacene